C(#N)C(NC(=O)[C@@H]1[C@H]2C([C@H]2CN1C([C@H](CC1CC1)NC=1C=NC=NC1)=O)(C)C)C1=NN=CC2=CC=CC=C12 (1R,2S,5S)-N-(cyano(phthalazin-1-yl)methyl)-3-((S)-3-cyclopropyl-2-(pyrimidin-5-ylamino)propanoyl)-6,6-dimethyl-3-azabicyclo[3.1.0]hexane-2-carboxamide